(4-(ethylsulfonyl)benzyl)-4-(2-fluoroethoxy)isophthalamide C(C)S(=O)(=O)C1=CC=C(CC2=C(C(=O)N)C=CC(=C2C(=O)N)OCCF)C=C1